N[C@@H](CC1=CNC2=CC=CC=C12)C(=O)O.[Cu].[Zn] zinc-copper tryptophan